FC(S(=O)(=O)OC1=CC=CC2=CC=C(C(=C12)Cl)Cl)(F)F 7,8-dichloronaphthalen-1-yl trifluoromethanesulfonate